2-methoxypentyl acetate C(C)(=O)OCC(CCC)OC